ClC1=C(C=CC=C1OC)C=CC(=O)C=1C(N(C(N(C1O)C)=O)C)=O (3-(2-chloro-3-methoxyphenyl)acryloyl)-6-hydroxy-1,3-dimethylpyrimidine-2,4(1H,3H)-dione